N-[(1R)-3-[(2,4-dimethoxyphenyl)methylamino]-1-methyl-propyl]-5-[4-(trifluoromethyl)phenoxy]naphthalene-2-carboxamide COC1=C(C=CC(=C1)OC)CNCC[C@@H](C)NC(=O)C1=CC2=CC=CC(=C2C=C1)OC1=CC=C(C=C1)C(F)(F)F